12-hydroxy-4,6,8,10-tetramethyltridecylpentoxymethyl ether OC(CC(CC(CC(CC(CCCC(OCCCCC)OC(CCCC(CC(CC(CC(CC(C)O)C)C)C)C)OCCCCC)C)C)C)C)C